(1R,2S,3R,5R)-3-(5-(4-Benzylthiophen-2-yl)-7H-pyrrolo[2,3-d]pyrimidin-7-yl)-5-(((3-((4-(trifluoromethyl)phenethyl)amino)propyl)amino)methyl)cyclopentane-1,2-diol C(C1=CC=CC=C1)C=1C=C(SC1)C1=CN(C=2N=CN=CC21)[C@H]2[C@@H]([C@@H]([C@H](C2)CNCCCNCCC2=CC=C(C=C2)C(F)(F)F)O)O